(2S,5'R)-7-chloro-3',4-dimethoxy-5'-methyl-6-[3-(1-tetrahydropyran-2-yloxyethyl)-1,2,4-oxadiazol-5-yl]spiro[benzofuran-2,4'-cyclohex-2-ene]-1',3-dione ClC1=C(C=C(C=2C([C@]3(C(=CC(C[C@H]3C)=O)OC)OC21)=O)OC)C2=NC(=NO2)C(C)OC2OCCCC2